((5-methoxycyclohexane-1,3-diyl)bis(oxy))bis(tert-butyldiphenylsilane) COC1CC(CC(C1)O[Si](C1=CC=CC=C1)(C1=CC=CC=C1)C(C)(C)C)O[Si](C1=CC=CC=C1)(C1=CC=CC=C1)C(C)(C)C